C1(=CC=C(C=C1)CO)CO 4-benzenedimethanol